2-(7-(2,2,6,6-tetramethyl-1,2,3,6-tetrahydropyridin-4-yl)imidazo[1,2-a]pyrimidin-2-yl)-5-(2H-1,2,3-triazol-2-yl)phenol CC1(NC(C=C(C1)C1=NC=2N(C=C1)C=C(N2)C2=C(C=C(C=C2)N2N=CC=N2)O)(C)C)C